[N+](=O)([O-])C=1C=C(CSC=2N(C(=NN2)CN2C3=CC=CC=C3C=3C=CC=CC23)C2=CC=CC=C2)C=CC1 9-((5-((3-nitrobenzyl)thio)-4-phenyl-4H-1,2,4-triazol-3-yl)methyl)-9H-carbazole